C(C)C1=NN(C=C1O)C(C)C 3-Ethyl-4-hydroxy-1-isopropyl-pyrazol